tert-butyl (4-(2-chloropyrimidin-4-yl)benzyl)carbamate ClC1=NC=CC(=N1)C1=CC=C(CNC(OC(C)(C)C)=O)C=C1